COCC=CC1=C(N=C(S1)C(F)(F)F)C(=O)O.C1(CC2C(CC1)O2)C(C)(C)C2CC1C(CC2)O1 2,2-bis(3,4-epoxycyclohexyl)propane 5-(3-methoxyprop-1-en-1-yl)-2-(trifluoromethyl)thiazole-4-carboxylate